C(C)(C)C1=C(C=CC=C1)NC(=S)NN=CC1=CC=C(C=C1)C1=NN(C(=N1)N1CCC(CC1)C(F)(F)F)C 1-(2-Isopropylphenyl)-3-[[4-[1-methyl-5-[4-(trifluoromethyl)-1-piperidyl]-1,2,4-triazol-3-yl]phenyl]methyleneamino]thiourea